octamethylnickel C[Ni](C)(C)(C)(C)(C)(C)C